(S)-N-(2-chloro-4-fluoro-3-((5-methyl-4-oxo-3-(tetrahydrofuran-3-yl)-3,4-dihydroquinazolin-6-yl)amino)phenyl)propane-1-sulfonamide trifluoroacetate FC(C(=O)O)(F)F.ClC1=C(C=CC(=C1NC=1C(=C2C(N(C=NC2=CC1)[C@@H]1COCC1)=O)C)F)NS(=O)(=O)CCC